C1=NC=CC2=C1N(C1=CC=CC=C21)CCOC2=CC(=C(C(=O)NC1=C(C=CC=C1)N)C=C2)F 4-(2-(9H-pyrido[3,4-b]indol-9-yl)ethoxy)-N-(2-aminophenyl)-2-fluoro-benzamide